CC1=CC=CC(=N1)C1=NC=CC(=N1)NC1=NC(=NC=C1)NC=1C=CC(=C(C1)CC(=O)OCC(C)C)N1CCNCC1 isobutyl 2-[5-[[4-[[2-(6-methyl-2-pyridyl)pyrimidin-4-yl]amino]pyrimidin-2-yl]amino]-2-piperazin-1-yl-phenyl]acetate